isocyanopentaerythritol triacrylate C(C=C)(=O)O.C(C=C)(=O)O.C(C=C)(=O)O.[N+](#[C-])C(O)C(CO)(CO)CO